N-methyl-2-oxo-5-(piperidin-3-yl)-1,2-dihydropyridine-3-sulfonamide CNS(=O)(=O)C=1C(NC=C(C1)C1CNCCC1)=O